7,8-Difluoro-N-(4-((4-hydroxybenzyl)amino)phenyl)octanamid FC(CCCCCC(=O)NC1=CC=C(C=C1)NCC1=CC=C(C=C1)O)CF